OC1=CC=C(C=C1)C(=O)OC1=CC(=CC(=C1)OC(=O)C1=CC(=C(C=C1)O)C)OC(=O)C1=CC(=C(C=C1)O)C 1-(4-hydroxyphenylcarbonyloxy)-3,5-bis(3-methyl-4-hydroxyphenylcarbonyloxy)benzene